7-(2-bromo-4-pyridyl)-5-(4-chlorophenyl)-2,3-dimethyl-pyrido[2,3-d]pyridazin-8-one BrC1=NC=CC(=C1)N1N=C(C2=C(C1=O)N=C(C(=C2)C)C)C2=CC=C(C=C2)Cl